COC(CC(C=1C=NC=C(C1)C1=C(C=CC=C1C)C)NC(C(CC1CC1)N1C(C=CC=C1)=O)=O)=O.BrCC1=CC(=C(CN2C(CCC2)=O)C=C1)I 1-(4-(bromomethyl)-2-iodobenzyl)pyrrolidin-2-one methyl-3-(3-cyclopropyl-2-(2-oxopyridin-1(2H)-yl)propanamido)-3-(5-(2,6-dimethylphenyl)pyridin-3-yl)propanoate